[(3aR,6aS)-5-[1-(2,2-difluoroethyl)-1H-pyrazolo[3,4-b]pyrazin-6-yl]-octahydropyrrolo[3,4-c]pyrrol-2-yl]-4-(trifluoromethyl)pyridine FC(CN1N=CC=2C1=NC(=CN2)N2C[C@@H]1[C@H](C2)CN(C1)C1=NC=CC(=C1)C(F)(F)F)F